3-[3-(3-chloro-4-cyclohexylphenyl)allyl]-3-azaspiro[5.5]undecane ClC=1C=C(C=CC1C1CCCCC1)C=CCN1CCC2(CC1)CCCCC2